Hexahydropyridin-6-ol N1CCCCC1O